N=1N(N=C2C1C=CC=C2)C2=C(C(=CC(=C2)C(C)(C)CC)C(C)(C)CC)O 2-(2H-benzotriazol-yl)-4,6-di-tert-pentylphenol